5-chloro-N-[(1S)-1-[2-(cyclopropylamino)-2-oxo-acetyl]-4,4-difluoro-pentyl]-2-[[3-(trifluoromethyl)benzoyl]amino]benzamide ClC=1C=CC(=C(C(=O)N[C@@H](CCC(C)(F)F)C(C(=O)NC2CC2)=O)C1)NC(C1=CC(=CC=C1)C(F)(F)F)=O